OC1=CC=C(C=C1)C1=C(C2=CC=C(C=C2C1)O)C1=CC=C(C=C1)C 2-(4-Hydroxy-phenyl)-1-p-tolyl-3H-inden-5-ol